(S)-2-(4-((6-((1-(3-cyclopropylphenyl)ethyl)carbamoyl)-1,2-dimethyl-1H-indol-3-yl)methyl)phenoxy)-2-methylpropanoic acid C1(CC1)C=1C=C(C=CC1)[C@H](C)NC(=O)C1=CC=C2C(=C(N(C2=C1)C)C)CC1=CC=C(OC(C(=O)O)(C)C)C=C1